3a-hydroxy-1-[4-(morpholin-4-yl)phenyl]-1H,2H,3H,3aH,4H-pyrrolo[2,3-b]1,7-naphthyridin-4-one OC12C(=NC3=CN=CC=C3C1=O)N(CC2)C2=CC=C(C=C2)N2CCOCC2